C(C)OC(C[C@@H](C1=CC(=CC=C1)C=1N=NC(=CC1)OC)NC(=O)NC=1C(N(C=CC1O)C)=O)=O (S)-3-(3-(4-hydroxy-1-methyl-2-oxo-1,2-dihydropyridin-3-yl)ureido)-3-(3-(6-methoxypyridazin-3-yl)phenyl)propanoic acid ethyl ester